C1(CC1)C=1C=C2C(NC(C2=CC1)=O)COC 5-cyclopropyl-3-(methoxymethyl)isoindolin-1-one